F[C@H]1CN(C[C@H]1NC1=NC=C(C=2C1=NC=CN2)C2=CC=C(C=C2)C(F)(F)F)C(=O)OC(C)(C)C tert-butyl (3S,4R)-3-fluoro-4-((8-(4-(trifluoromethyl)phenyl)pyrido[3,4-b]pyrazin-5-yl)amino)pyrrolidine-1-carboxylate